17-methylene-16-oxo-androst-5-ene-3β-ol C=C1[C@]2(C)[C@@H](CC1=O)[C@@H]1CC=C3C[C@H](CC[C@]3(C)[C@H]1CC2)O